CN(C(C1=CC=C(C(=O)NC2=NN=NN2)C=C1)=O)C1CCNCC1 N1-methyl-N1-(piperidin-4-yl)-N4-(1H-tetrazol-5-yl)terephthalamide